methyl (5-isobutyl-3-(4-((2-(3-methyloxetane-3-yl)-1H-imidazol-1-yl)methyl)phenyl)thiophene-2-yl)sulfonylcarbamate C(C(C)C)C1=CC(=C(S1)S(=O)(=O)NC(OC)=O)C1=CC=C(C=C1)CN1C(=NC=C1)C1(COC1)C